1-[3-(1-hydroxyethyl)-6-[5-[(5-methylpyrimidin-2-yl)amino]benzimidazol-1-yl]-2-pyridyl]-5-methyl-pyrazole-3-carbonitrile OC(C)C=1C(=NC(=CC1)N1C=NC2=C1C=CC(=C2)NC2=NC=C(C=N2)C)N2N=C(C=C2C)C#N